COC1=CC2=C(N(C([C@H]3N(C2=O)CCCC3)OC3OCCCC3)C(=O)OCC=C)C=C1OCC1=CC(=CC=C1)CC(=O)OC Allyl (6aS)-2-methoxy-3-((3-(2-methoxy-2-oxoethyl)benzyl)-oxy)-12-oxo-6-((tetrahydro-2H-pyran-2-yl)oxy)-6,6a,7,8,9,10-hexahydro-benzo[e]pyrido[1,2-a][1,4]diazepine-5(12H)-carboxylate